(6-Amino-4-methoxy-3',4',5',6'-tetrahydro-2'H-[3,4']bipyridinyl-1'-yl)-(5-cyclopropylmethoxy-4-methoxy-pyridin-2-yl)-methanone NC1=CC(=C(C=N1)C1CCN(CC1)C(=O)C1=NC=C(C(=C1)OC)OCC1CC1)OC